C(C)N1N=C(C(=C1)CN1CCC(CC1)C=1C=C2CN(C(C2=CC1)=O)C1C(NC(CC1)=O)=O)C=1C=NC=CC1 3-(5-(1-((1-ethyl-3-(pyridin-3-yl)-1H-pyrazol-4-yl)methyl)piperidin-4-yl)-1-oxoisoindolin-2-yl)piperidine-2,6-dione